4-(5,5-difluoro-4-hydroxy-3-(trifluoromethyl)-4,5,6,7-tetrahydro-1H-indol-1-yl)phthalonitrile FC1(C(C=2C(=CN(C2CC1)C=1C=C(C(C#N)=CC1)C#N)C(F)(F)F)O)F